S1C=NC2=C1C=C(C=C2)\C=C\2/N=C(NC2=O)N[C@H]2[C@H](CCC2)O |r| (±)-(4Z)-4-(1,3-Benzothiazol-6-ylmethylene)-2-[[cis-2-hydroxycyclopentyl]amino]-1H-imidazol-5-one